2-methyl-N1-(pyridin-2-yl)propane-1,3-diamine hydrochloride Cl.CC(CNC1=NC=CC=C1)CN